4-[5-(methylsulfanyl)pyridin-3-yl]-2-(morpholin-4-yl)-8-(1H-pyrazol-5-yl)-1,7-naphthyridine CSC=1C=C(C=NC1)C1=CC(=NC2=C(N=CC=C12)C1=CC=NN1)N1CCOCC1